BrC=1SC=2CN(CCC2N1)C=1C(=CC=2N(N1)C(C=CN2)=O)C 7-(2-Bromo-6,7-dihydrothiazolo[5,4-c]pyridin-5(4H)-yl)-8-methyl-4H-pyrimido[1,2-b]pyridazin-4-one